C1(CC1)C1=NC=CC=C1NC1=C(C=CC(=C1)C(F)(F)F)C1=C(N=CO1)C(=O)OCC Ethyl 5-(2-((2-Cyclopropylpyridin-3-yl)amino)-4-(trifluoromethyl)phenyl)oxazole-4-carboxylate